C(C)(C)(C)C1=NN(C(=C1)NC(=O)C1=CSC=2C(N(CCC21)C(=O)C2=CN=C1N2C=CC=C1)C)C N-(3-(tert-butyl)-1-methyl-1H-pyrazol-5-yl)-6-(imidazo[1,2-a]pyridine-3-carbonyl)-7-methyl-4,5,6,7-tetrahydrothieno[2,3-c]pyridine-3-carboxamide